N(=[N+]=[N-])[C@H]([C@@H](F)C1=CC=C(C=C1)C(F)(F)F)[C@@H](C)F |&1:16| (±)-1-((1S,2S)-2-azido-1,3-difluorobutyl)-4-(trifluoromethyl)benzene